C1(=CC=CC=C1)CCC(SCCCCCCC(NC=1SC=CN1)=O)=O S-(7-oxo-7-(thiazol-2-ylamino)heptyl) 3-phenylpropanethioate